N1=CN=C(C2=C1NC=C2)C=2C=NN(C2)C2(CN(C2)S(=O)(=O)CC2=CC=CC=C2)CC#N 2-(3-(4-(7H-pyrrolo[2,3-d]pyrimidin-4-yl)-1H-pyrazol-1-yl)-1-(benzylsulfonyl)azetidin-3-yl)acetonitrile